N-[4-[(2S)-4-(3,5-Dichlorophenyl)-2-methyl-piperazin-1-yl]sulfonylphenyl]-2-[methyl(methyl-sulfonyl)amino]benzamide ClC=1C=C(C=C(C1)Cl)N1C[C@@H](N(CC1)S(=O)(=O)C1=CC=C(C=C1)NC(C1=C(C=CC=C1)N(S(=O)(=O)C)C)=O)C